tert-butyl ((1-(4-(1-hydroxy-3-(2-hydroxyphenyl)-3-oxopropyl)pyrimidin-2-yl)piperidin-4-yl)methyl)carbamate OC(CC(=O)C1=C(C=CC=C1)O)C1=NC(=NC=C1)N1CCC(CC1)CNC(OC(C)(C)C)=O